1-(6-bromo-5-nitro-indazol-1-yl)ethanone BrC1=C(C=C2C=NN(C2=C1)C(C)=O)[N+](=O)[O-]